bromo-2-(3-fluorophenyl)-4-phenylisoquinoline-1(2H)-one BrC=1N(C(C2=CC=CC=C2C1C1=CC=CC=C1)=O)C1=CC(=CC=C1)F